N[C@@H](C(C)C)C(=O)OC[C@H]1O[C@H]([C@]([C@@H]1OC([C@@H](N)C(C)C)=O)(C)F)N1C2=NC(=NC(=C2N=C1)NC)N ((2R,3R,4R,5R)-3-((L-valyl)oxy)-5-(2-amino-6-(methylamino)-9H-purin-9-yl)-4-fluoro-4-methyltetrahydrofuran-2-yl)methyl L-valinate